2-((4-(5-chloro-6-methylpyrimidin-4-yl)piperazin-1-yl)methyl)benzo[d]oxazole ClC=1C(=NC=NC1C)N1CCN(CC1)CC=1OC2=C(N1)C=CC=C2